C(#C)C1=C(CCC1)C(=O)N 2-ethynylcyclopentene-1-carboxamide